(4-(4-fluorophenyl)thiophen-2-yl)boronic acid FC1=CC=C(C=C1)C=1C=C(SC1)B(O)O